6-((2-iodo-6-methylpyridin-3-yl)oxy)-2-azaspiro[3.3]heptane IC1=NC(=CC=C1OC1CC2(CNC2)C1)C